COC1CC(C1)(C(=O)N)C 3-methoxy-1-methylcyclobutane-1-carboxamide